C1=CC=C2C(=C1)C(=CN2)C[C@@H](C(=O)O)NC(=O)[C@H](CC(=O)N)N The molecule is a dipeptide obtained by formal condensation of the carboxy group of L-asparagine with the amino group of L-tryptophan. It derives from a L-asparagine and a L-tryptophan.